sodium phenylalanine caprate [O-]C(=O)CCCCCCCCC.N[C@@H](CC1=CC=CC=C1)C(=O)O.[Na+]